1-(bromomethyl)-4-fluoro-2,5-dimethoxybenzene BrCC1=C(C=C(C(=C1)OC)F)OC